ClC=1C(=NC(=NC1)N1CCC(CC1)C(=O)N(C)C)NC1=CC2=C(N(C(N2CCC(CCO)(C)O)=O)C)C=C1 1-(5-Chloro-4-((3-(3,5-dihydroxy-3-methylpentyl)-1-methyl-2-oxo-2,3-dihydro-1H-benzo[d]imidazol-5-yl)amino)pyrimidin-2-yl)-N,N-dimethylpiperidin-4-carboxamid